(6aS,12bR)-(-)-N-butyl-2-chloro-3,10,11-trihydroxy-5,6,6a,7,8,12b-hexahydrobenzo[a]phenanthridine C(CCC)N1[C@H]2CCC3=C([C@@H]2C=2C=C(C(=CC2C1)O)Cl)C=C(C(=C3)O)O